1,2,2-trimethoxypropane COCC(C)(OC)OC